C(C)S(=O)(=O)C1=C(C=CC(=C1)C(F)(F)F)N1N=NC(=C1C)C (1-(2-(Ethylsulfonyl)-4-(trifluoromethyl)phenyl)-5-methyl-1H-1,2,3-triazol-4-yl)methane